CC(C#CC1=CC=C2C(=NC=3N(C2=C1)C=NN3)N(C3=CC=CC=C3)C)(C)C 8-(3,3-Dimethylbut-1-yn-1-yl)-N-methyl-N-Phenyl-[1,2,4]triazolo[4,3-a]quinazolin-5-amine